1-(4-amino-7-(2-(aminomethyl)benzyl)-2-butyl-1H-imidazo[4,5-c]quinolin-1-yl)-2-methylpropan-2-ol NC1=NC=2C=C(C=CC2C2=C1N=C(N2CC(C)(O)C)CCCC)CC2=C(C=CC=C2)CN